(1,2,3-triazol-4-yl)-DL-alanine N1N=NC(=C1)N[C@@H](C)C(=O)O |r|